CS(=O)(=O)OC(C)C1=CC(=CC=C1)S(=O)(=O)N1CC(CC(C1)C1=CC=CC=C1)C(=O)N1CCS(CC1)(=O)=O 1-(3-((3-(1,1-Dioxidothiomorpholine-4-carbonyl)-5-phenylpiperidin-1-yl)sulfonyl)phenyl)ethyl methanesulfonate